ethyl 4-((5-((7-(1H-pyrazol-3-yl)quinazolin-2-yl)amino)-2-methylphenyl)carbamoyl)benzoate N1N=C(C=C1)C1=CC=C2C=NC(=NC2=C1)NC=1C=CC(=C(C1)NC(=O)C1=CC=C(C(=O)OCC)C=C1)C